3-(2-fluorophenyl)-2-methyl-5-(2-(2-propanyl)phenyl)-8-(4-(2-propenoyl)-1-piperazinyl)-6H-pyrimido[1,6-b]pyridazin-6-one FC1=C(C=CC=C1)C1=CC=2N(N=C1C)C(=NC(C2C2=C(C=CC=C2)C(C)C)=O)N2CCN(CC2)C(C=C)=O